((1s,3s)-3-hydroxy-3-methylcyclobutyl)(7-(imidazo[1,2-a]pyridin-5-yl)-2-azaspiro[3.5]non-2-yl)methanone OC1(CC(C1)C(=O)N1CC2(C1)CCC(CC2)C2=CC=CC=1N2C=CN1)C